CN1C=NC=C1 3-methyl-imidazol